4-(4-(4-((5-cyclopropyl-3-(2-(trifluoromethoxy)phenyl)isoxazol-4-yl)methoxy)piperidin-1-yl)phenyl)-3,5-dioxo-2,3,4,5-tetrahydro-1,2,4-triazine-6-carbonitrile C1(CC1)C1=C(C(=NO1)C1=C(C=CC=C1)OC(F)(F)F)COC1CCN(CC1)C1=CC=C(C=C1)N1C(NN=C(C1=O)C#N)=O